di-(1-phenyl-ethyl)methylene(cyclopentadienyl)(2,7-dimethyl-3,6-di-tert-butylfluorenyl)zirconium dichloride [Cl-].[Cl-].C1(=CC=CC=C1)C(C)C(=[Zr+2](C1=C(C(=CC=2C3=CC(=C(C=C3CC12)C)C(C)(C)C)C(C)(C)C)C)C1C=CC=C1)C(C)C1=CC=CC=C1